{[2-(2-aminoethoxy)ethyl]amino}-2-(2,6-dioxopiperidin-3-yl)-2,3-dihydro-1H-isoindole-1,3-dione NCCOCCNC1=C2C(N(C(C2=CC=C1)=O)C1C(NC(CC1)=O)=O)=O